N-hexadecyl-2-(3-methoxy-4-(t-butylcarbonyloxy)-phenyl)-7-methoxy-3,5-di-(t-butylcarbonyloxy)-quinolin-4-one C(CCCCCCCCCCCCCCC)N1C(=C(C(C2=C(C=C(C=C12)OC)OC(=O)C(C)(C)C)=O)OC(=O)C(C)(C)C)C1=CC(=C(C=C1)OC(=O)C(C)(C)C)OC